CC1(NC(C=2N1C(C(=CC2S(=O)(=O)C)NC2=NC=NC=C2)=O)=O)C 3,3-dimethyl-8-methylsulfonyl-6-(pyrimidin-4-ylamino)-2H-imidazo[1,5-a]Pyridine-1,5-dione